N1=CC(=CC=C1)N1C(CCCC1=O)=O pyridin-3-yl-piperidine-2,6-dione